C1=C(C=CC2=C1CCCCCC2)C(=O)OC Methyl 5,6,7,8,9,10-hexahydrobenzo[8]annulene-2-carboxylate